N-(4-isopropylphenyl)-6-(7-(1-methyl-1H-pyrazol-4-yl)imidazo[1,2-a]pyridin-3-yl)pyridin-2-amine C(C)(C)C1=CC=C(C=C1)NC1=NC(=CC=C1)C1=CN=C2N1C=CC(=C2)C=2C=NN(C2)C